C1=CC(=CC=C1C2=C(C(=O)C3=C(C=C(C=C3O2)O)O)O[C@H]4[C@H]([C@@H]([C@H]([C@@H](O4)CO)O)O)O)O The molecule is a kaempferol O-glucoside that is kaempferol attached to an alpha-L-glucopyranosyl moiety at position 3 via a glycosidic linkage. It has a role as a plant metabolite. It is an alpha-L-glucoside, a kaempferol O-glucoside, a monosaccharide derivative and a trihydroxyflavone. It derives from an alpha-L-glucose.